piperidin-2-on N1C(CCCC1)=O